C(#N)C=1C=CC(=C2C=CC=NC12)N1C[C@@]2(C[C@@]2(C1)C(F)(F)F)C1=NN=C(O1)C12CCC(CC1)(CC2)NC(OC(C)(C)C)=O Tert-butyl (4-(5-((1S,5R)-3-(8-cyanoquinolin-5-yl)-5-(trifluoromethyl)-3-azabicyclo[3.1.0]hexan-1-yl)-1,3,4-oxadiazol-2-yl)bicyclo[2.2.2]octan-1-yl)carbamate